OCC(CO)CCCC(CO)CO 2,6-Bis(hydroxymethyl)-1,7-heptandiol